8-aminoquinoline zinc 1,5-naphthalenedisulfonate C1(=CC=CC=2C(=CC=CC12)S(=O)(=O)[O-])S(=O)(=O)[O-].[Zn+2].NC=1C=CC=C2C=CC=NC12